ClC1=NC=C(C(=N1)N1CCN(CC1)C1=C(C=C(C=N1)N1C(O[C@H](C1)CNC(C)=O)=O)F)C (S)-N-((3-(6-(4-(2-chloro-5-methylpyrimidin-4-yl)piperazin-1-yl)-5-fluoropyridin-3-yl)-2-oxazolidinone-5-yl)methyl)acetamide